2-(methylthio)pyrimidine-5-carboxylic acid ethyl ester C(C)OC(=O)C=1C=NC(=NC1)SC